3-(naphthalen-2-ylamino)-2-aminopropionic acid C1=C(C=CC2=CC=CC=C12)NCC(C(=O)O)N